OC1=C(C(=O)C2=CC(=CC=C2)N)C=CC(=C1)O 2,4-dihydroxyl-3'-aminobenzophenone